N-(1-(7-bromoquinoxalin-2-yl)ethyl)morpholine-4-formamide BrC1=CC=C2N=CC(=NC2=C1)C(C)NC(=O)N1CCOCC1